C(C)(C)(C)OC(N[C@H](C(=O)NC1=CC=C(C=C1)C1=C(C=NC=C1)N(C)C)C(C1=CC=CC=C1)C1=CC=CC=C1)=O (S)-(1-((4-(3-(dimethylamino)pyridin-4-yl)phenyl)amino)-1-oxo-3,3-Diphenylpropan-2-yl)carbamic acid tert-butyl ester